BrC=1C=C(C=NC1Cl)N 5-bromo-6-chloropyridin-3-amine